C(C=C)(=O)O.C(C=C)(=O)O.OCC(C(=O)OC(C(C)(C)C)O)(C)C Hydroxy-2,2-dimethylpropyl 3-hydroxy-2,2-dimethylpropionate diacrylate